2-(Difluoromethoxy)-6-methoxyisonicotinic acid methyl ester COC(C1=CC(=NC(=C1)OC)OC(F)F)=O